ClC1C=CC1Cl 3,4-dichlorocyclobutene